CSC1=CC=C(C=C1)O 4-(Methylmercapto)phenol